C(C(C)C)S(=O)(=O)N1CCC2(CC(OC2=O)CCN2CCN(CC2)C2=CC=C(C=C2)C)CC1 8-(isobutylsulfonyl)-3-(2-(4-(p-tolyl)piperazin-1-yl)ethyl)-2-oxa-8-azaspiro[4.5]decan-1-one